6-(2-cyclopropyl-7-methoxybenzofuran-4-yl)benzo[d]oxazol-2(3H)-one C1(CC1)C=1OC2=C(C1)C(=CC=C2OC)C2=CC1=C(NC(O1)=O)C=C2